tributyl-(3,5-dimethyltriazol-4-yl)stannane C(CCC)[Sn](C=1N(N=NC1C)C)(CCCC)CCCC